O=C1C=2N(CC3N1CCO3)C=CC(C2)=O 5,7-dioxo-2,3,5,7,11,11a-hexahydro[1,3]oxazolo[3,2-a]pyrido[1,2-d]pyrazine